O=C1CC(NC2=C(N1C1=CC=C(C=C1)NS(=O)(=O)C1=CC=CC=C1)C=CC=C2)=O N-[4-(2,4-dioxo-2,3,4,5-tetrahydro-1H-benzo[B][1,4]diazepine-1-Yl)phenyl]benzenesulfonamide